ClC=1C=C(CC2=CN=C(O2)C2CN(CC23CN(C3)C(=O)[C@@H]3C(C3)(C)C)C(=O)C3=CN=CS3)C=CC1C(F)(F)F (8-(5-(3-chloro-4-(trifluoromethyl)benzyl)oxazol-2-yl)-2-((S)-2,2-dimethylcyclopropane-1-carbonyl)-2,6-diazaspiro[3.4]octan-6-yl)(thiazol-5-yl)methanone